C(C)(C)N1N=NC2=C1C=C(C=C2)C2=CC(=NC=C2)NC2=CC=C(C=N2)C(=O)N2CCN(CC2)CC (6-((4-(1-isopropyl-1H-benzo[d][1,2,3]triazol-6-yl)pyridin-2-yl)amino)pyridin-3-yl)(4-ethylpiperazin-1-yl)methanone